ClC1=NC=CC2=CC(=CC=C12)OCC1=NC=CC=C1 1-chloro-6-(pyridin-2-ylmethoxy)isoquinoline